1-[2-(1-bicyclo[1.1.1]pentanyl)-2-hydroxyethyl]-1-[[2-(2,2,2-trifluoro-ethoxy)pyridin-4-yl]methyl]urea C12(CC(C1)C2)C(CN(C(=O)N)CC2=CC(=NC=C2)OCC(F)(F)F)O